COCOC=1C=C(C=2C(C(C(OC2C1)C1=CC(=C(C(=C1)OCC1=CC=CC=C1)OCC1=CC=CC=C1)OCC1=CC=CC=C1)O)O)O 7-methoxymethoxy-2-(3,4,5-tribenzyloxy-phenyl)chroman-3,4,5-triol